phosphonium quinoline N1=CC=CC2=CC=CC=C12.[PH4+]